2-(4-{2-[(S)-2-methyl-1-azetidinyl]-5-methoxy-6-(trifluoromethyl)-4-pyrimidinyl}-1-pyrazolyl)-1-(1-piperazinyl)-1-ethanone C[C@@H]1N(CC1)C1=NC(=C(C(=N1)C=1C=NN(C1)CC(=O)N1CCNCC1)OC)C(F)(F)F